ClC1=CC=C(CN2[C@]3(CCN(C3)C3=CC(NC=C3)=O)C(N(CC2=O)C(C)C)=O)C=C1 (S)-6-(4-chlorobenzyl)-9-isopropyl-2-(2-oxo-1,2-dihydropyridin-4-yl)-2,6,9-triazaspiro[4.5]decane-7,10-dione